5-bromo-4-methoxy-1-methyl-2-(tetrahydro-2H-pyran-4-yl)-1H-benzo[d]imidazole BrC1=C(C2=C(N(C(=N2)C2CCOCC2)C)C=C1)OC